6-(4-fluorophenyl)-4-hydroxy-N-((1r,3r)-3-methylcyclobutyl)-1-(2-morpholinoethyl)-2-oxo-1,2-dihydro-1,8-naphthyridine-3-carboxamide FC1=CC=C(C=C1)C=1C=C2C(=C(C(N(C2=NC1)CCN1CCOCC1)=O)C(=O)NC1CC(C1)C)O